COC1=C(CCN)C=C(C(=C1)CCC)OC 2,5-dimethoxy-4-propyl-phenethylamine